5-amino-7-methoxy-2,3-dihydroimidazo[1,2-c]quinazolin NC1=NC=2C(=CC=CC2C=2N1CCN2)OC